4-(4-isopropyl-5-(8-methyl-[1,2,4]triazolo[1,5-a]pyridin-6-yl)-1H-pyrazol-3-yl)-N-methylcyclohexan-1-amine C(C)(C)C=1C(=NNC1C=1C=C(C=2N(C1)N=CN2)C)C2CCC(CC2)NC